C(C)OC(=O)C=1N=C(SC1NC)C1=CC=CC=C1 5-(methylamino)-2-phenylthiazole-4-carboxylic acid ethyl ester